C1(CC1)C1=CN=C(O1)C1CC(CC1)C(CC#N)=O 3-(3-(5-cyclopropyloxazol-2-yl)cyclopentyl)-3-oxopropanenitrile